aluminum magnesium sodium [Na].[Mg].[Al]